[3-[2-fluoro-4-(trifluoromethyl)phenyl]-7-hydroxy-4-quinolinyl]-(2,3,5,6-tetradeutero-4-fluoro-phenyl)methanone FC1=C(C=CC(=C1)C(F)(F)F)C=1C=NC2=CC(=CC=C2C1C(=O)C1=C(C(=C(C(=C1[2H])[2H])F)[2H])[2H])O